(R)-1-(3-chloropyridin-2-yl)ethan-1-amine ClC=1C(=NC=CC1)[C@@H](C)N